COC1=CC=C(C=C1)S(=O)(=O)C=1C=NC2=CC=C(C=C2C1N1N=CN=C1)CC#N 2-(3-((4-methoxyphenyl)sulfonyl)-4-(1H-1,2,4-triazol-1-yl)quinolin-6-yl)acetonitrile